C(C)(C)(C)OC(=O)N1CC(C(C1)COS(=O)(=O)C)CO[Si](C)(C)C(C)(C)C tert-Butyl-3-({[tert-butyl(dimethyl)silyl]oxy}methyl)-4-{[(methylsulfonyl)oxy]methyl}pyrrolidin-1-carboxylat